N1N=C(C=C1)C=1C=C2C=CC(NC2=CC1)=O 6-(1H-pyrazol-3-yl)quinolin-2(1H)-one